BrCC(CC=1C=C(C=CC1)CCC(=O)OCC)=O ethyl 3-(3-(3-bromo-2-oxopropyl)phenyl)propanoate